C1N(CCC2=CC=CC=C12)C[C@H](CN1CCOC2=C(C1=O)C=CC=C2)O 4-[(2R)-3-(3,4-dihydro-1H-isoquinolin-2-yl)-2-hydroxy-propyl]-5-oxo-2,3-dihydro-1,4-benzoxazepin